N-(2-cyclopentylethyl)-3-({4-[(E)-2-(pyrazin-2-yl)vinyl]phenyl}amino)benzamide C1(CCCC1)CCNC(C1=CC(=CC=C1)NC1=CC=C(C=C1)\C=C\C1=NC=CN=C1)=O